3-(3-(difluoromethyl)phenyl)-5-(3-fluoro-1-(piperidin-4-yl)-1H-pyrazol-4-yl)-1-tosyl-1H-pyrrolo[2,3-b]pyridine FC(C=1C=C(C=CC1)C1=CN(C2=NC=C(C=C21)C=2C(=NN(C2)C2CCNCC2)F)S(=O)(=O)C2=CC=C(C)C=C2)F